1-butyl-3-methylimidazolium chloride aluminum salt [Al].[Cl-].C(CCC)N1C=[N+](C=C1)C